O=C\1\C(\CC/C1=C\C1=CC=C(C=C1)N(C)CCC(=O)[O-])=C\C1=CC=C(C=C1)N(C)CCC(=O)[O-] 3,3'-((((1E,1'E)-(2-oxocyclopentane-1,3-diylidene)bis(methanylylidene))bis(4,1-phenylene))bis(methylazanediyl))dipropanoate